3-carboxy-6,7-dihydroxy-1-(3',4'-dihydroxyphenyl)-naphthalene C(=O)(O)C=1C=C(C2=CC(=C(C=C2C1)O)O)C1=CC(=C(C=C1)O)O